C1(=CC=CC=C1)N(C1=C(C#N)C(=C(C(=C1C#N)N(C1=CC=CC=C1)C1=CC=CC=C1)N(C1=CC=CC=C1)C1=CC=CC=C1)N(C1=CC=CC=C1)C1=CC=CC=C1)C1=CC=CC=C1 2,4,5,6-tetrakis(diphenylamino)-isophthalonitrile